OC1CCCC=2C=C(C=NC12)C#N 8-hydroxy-5,6,7,8-tetrahydroquinoline-3-carbonitrile